N-[4-(5-cyclopropyl-4-oxo-3-phenyl-4,5-dihydro-1H-pyrrolo[3,2-c]pyridin-2-yl)pyridin-2-yl]acetamide C1(CC1)N1C(C2=C(C=C1)NC(=C2C2=CC=CC=C2)C2=CC(=NC=C2)NC(C)=O)=O